benzyl-(S)-4-(5-(5-bromo-3-(3-((tert-butyldiphenylsilyl)oxy)-2,2-dimethylpropyl)-1-(2,2,2-trifluoroethyl)-1H-indol-2-yl)-6-(1-methoxyethyl)pyridin-3-yl)piperazine C(C1=CC=CC=C1)N1CCN(CC1)C=1C=NC(=C(C1)C=1N(C2=CC=C(C=C2C1CC(CO[Si](C1=CC=CC=C1)(C1=CC=CC=C1)C(C)(C)C)(C)C)Br)CC(F)(F)F)[C@H](C)OC